C(C(C)C)C1=CC=C(C=C1)C(C#N)(C)C1=CC=CC=C1 (4-isobutylphenyl)-2-phenylpropionitrile